C(C=C)NN=C(C)C 1-allyl-2-(prop-2-ylidene)hydrazine